C(C)(C)(C)OC(=O)N[C@@H](CC(C(=O)OCC)(C1CC1)C#N)C ethyl (4R)-4-((tert-butoxycarbonyl)amino)-2-cyano-2-cyclopropylpentanoate